4-β-hydroxycholesterol C[C@H](CCCC(C)C)[C@H]1CC[C@@H]2[C@@]1(CC[C@H]3[C@H]2CC=C4[C@@]3(CC[C@@H]([C@@H]4O)O)C)C